C(C)(C)(C)N(C(O)=O)[C@@H]1CC[C@H](CC1)CCCO.CN(C)C1=CC=CC2=CC=CC(=C12)N(C)C 1,8-bis(N,N-dimethylamino)naphthalene tert-butyl-(trans-4-(3-hydroxypropyl)cyclohexyl)carbamate